ClC=1C(N(N=CC1NCC1COCCS1(=O)=O)C1CCN(CC1)S(=O)(=O)C1=CC=C(C=C1)C1COC1)=O 4-chloro-5-[(4,4-dioxo-1,4-oxathian-3-yl)methylamino]-2-[1-[4-(oxetan-3-yl)phenyl]sulfonyl-4-piperidyl]pyridazin-3-one